6-(5,6,7,8-Tetrahydroimidazo[1,2-a]pyridin-3-carbonyl)-N-(3-(trifluoromethyl)phenyl)-4,5,6,7-tetrahydrothieno[2,3-c]pyridin-3-carboxamid N=1C=C(N2C1CCCC2)C(=O)N2CC1=C(CC2)C(=CS1)C(=O)NC1=CC(=CC=C1)C(F)(F)F